1-(3-chlorophenyl)pyrrolidine ClC=1C=C(C=CC1)N1CCCC1